CN([C@H](C(=O)O)C)C (S)-2-(dimethylamino)propionic acid